C(C)(C)N1N=NC(=C1)S(=O)(=O)Cl 1-isopropyl-1H-1,2,3-triazole-4-sulfonyl chloride